1-[1-[2-(difluoromethoxy)pyridin-4-yl]-2-hydroxyethyl]-3-[(3S)-3,4-dihydro-2H-chromen-3-yl]urea FC(OC1=NC=CC(=C1)C(CO)NC(=O)N[C@@H]1COC2=CC=CC=C2C1)F